{2-[(6-amino-9H-purin-9-yl)methoxy]ethoxy}methyl (2-chloro-1,3-thiazol-4-yl)acetate ClC=1SC=C(N1)CC(=O)OCOCCOCN1C2=NC=NC(=C2N=C1)N